BrC1=NN(C=C1)C1=CC=NC=C1 4-(3-bromopyrazol-1-yl)pyridine